C(C)(C)(C)OC(=O)N1CC(CCC1)C1=NC(=CC=C1Cl)Br.N1C=NC=C1CCNC(CC(=O)NCCC1=CN=CN1)=O N,N'-bis(2-(1H-imidazol-5-yl)ethyl)malonamide tert-butyl-3-(6-bromo-3-chloro-2-pyridyl)piperidine-1-carboxylate